8-Methyl-2-[(3-methylpyridin-2-yl)methyl]-N-[(2S)-tetrahydrofuran-2-ylmethyl]-4,5-dihydro-2H-furo[2,3-g]indazol-7-carboxamid CC1=C(OC=2CCC3=CN(N=C3C21)CC2=NC=CC=C2C)C(=O)NC[C@H]2OCCC2